6-bromo-N-methyl-5-((4-(trifluoromethyl)benzyl)amino)pyridine-2-sulfonamide BrC1=C(C=CC(=N1)S(=O)(=O)NC)NCC1=CC=C(C=C1)C(F)(F)F